tert-butyl (R)-3-(3-(3-((5-chloro-1H-indol-2-yl)methyl)-1-methylureido)piperidine-1-carbonyl)azetidine-1-carboxylate ClC=1C=C2C=C(NC2=CC1)CNC(N(C)[C@H]1CN(CCC1)C(=O)C1CN(C1)C(=O)OC(C)(C)C)=O